((1r,3r)-4-ethynyl cyclohexyl) piperazine-1-carboxylate N1(CCNCC1)C(=O)OC1CCC(CC1)C#C